(1R,2S)-N-((S)-(5-cyclopropyl-6-fluoropyridin-2-yl)(phenyl)methyl)-2-fluorocyclopropane-1-carboxamide C1(CC1)C=1C=CC(=NC1F)[C@@H](NC(=O)[C@@H]1[C@H](C1)F)C1=CC=CC=C1